C(#N)CC(C)(C)[N+]#[C-] Cyano-tert-Butylisonitril